BrC1=NC=CC(=C1)C1=NOC(=C1)[C@H](C)N1C(C2=CC=CC=C2C1=O)=O 2-[(1S)-1-[3-(2-bromo-4-pyridyl)isoxazol-5-yl]ethyl]isoindoline-1,3-dione